dicarboxyl-bipyridylacryloxypentylmethylethoxysilane C(=O)(O)C(C)(O[SiH](C)CCCCCOC(C=CC=1C(=NC=CC1)C1=NC=CC=C1)=O)C(=O)O